methoxytrifluoromethyl-ethyl-cyclotriphosphazene COC(C)P1(=NP=NP=N1)C(F)(F)F